4-(((R)-1-(3-(difluoromethyl)-2-fluorophenyl)ethyl)amino)-6-(3-(difluoromethyl)tetrahydrofuran-3-yl)-2-methyl-2,6-dihydropyrido[3,4-d]pyridazine-1,7-dione FC(C=1C(=C(C=CC1)[C@@H](C)NC1=NN(C(C=2C1=CN(C(C2)=O)C2(COCC2)C(F)F)=O)C)F)F